3-(2-amino-4-(4-methylpiperazin-1-yl)phenoxy)oxetan-3-carbonitrile NC1=C(OC2(COC2)C#N)C=CC(=C1)N1CCN(CC1)C